3-(3-(3-((tert-butyldimethylsilyl)oxy)propoxy)-5-methyl-4-nitro-1H-pyrazol-1-yl)-5-fluoro-2-(methoxy-d3)pyridine [Si](C)(C)(C(C)(C)C)OCCCOC1=NN(C(=C1[N+](=O)[O-])C)C=1C(=NC=C(C1)F)OC([2H])([2H])[2H]